N-(2-((2-((R)-4-isopropyl-2-oxoimidazolidin-1-yl)-2-(methylcarbamoyl)-2,3-dihydro-1H-inden-5-yl)amino)-1-(3-methylcyclohexyl)-2-oxoethyl)-1-methyl-1H-pyrazole-5-carboxamide C(C)(C)[C@H]1NC(N(C1)C1(CC2=CC=C(C=C2C1)NC(C(C1CC(CCC1)C)NC(=O)C1=CC=NN1C)=O)C(NC)=O)=O